7-(2-((4-((1R,4R)-2,5-diazabicyclo[2.2.1]heptan-2-yl)-2-ethylphenyl)amino)-5-(trifluoromethyl)pyrimidin-4-yl)-2,3-dihydro-5H-thieno[3,2-e][1,4]dithiepine 1,1-dioxide [C@H]12N(C[C@H](NC1)C2)C2=CC(=C(C=C2)NC2=NC=C(C(=N2)C2=CC=1S(CCSCC1S2)(=O)=O)C(F)(F)F)CC